2-methylpropan-2-ol hydrochloride Cl.CC(C)(C)O